3-(4-fluorophenyl)-1H-pyrazol-5-amine FC1=CC=C(C=C1)C1=NNC(=C1)N